FC1=C(C=C(C(=C1O)F)C(F)(F)F)C1=NN(C2=C1C=NC(=C2)N2CC(OCC2)C(=O)NC)C 4-(3-(2,4-Difluoro-3-hydroxy-5-(trifluoromethyl)phenyl)-1-methyl-1H-pyrazolo[4,3-c]pyridin-6-yl)-N-methylmorpholine-2-carboxamide